C(CCCCC)OC(=O)C=1OC=CC1 HEXYL-2-FUROATE